1-(4-(5-(difluoromethyl)-1,3,4-oxadiazole-2-yl)-2-fluorobenzyl)-6-fluoro-5-(furan-2-yl)-3-(1-methylpiperidine-4-yl)-1,3-dihydro-2H-benzo[d]imidazole-2-one FC(C1=NN=C(O1)C1=CC(=C(CN2C(N(C3=C2C=C(C(=C3)C=3OC=CC3)F)C3CCN(CC3)C)=O)C=C1)F)F